NC1=NC=C(C=2C1=CN(N2)C2OCCCC2)NC(C(=O)N(C)[C@H](C)C2=C(C=CC=C2)F)=O N1-(4-amino-2-(tetrahydro-2H-pyran-2-yl)-2H-pyrazolo[4,3-c]pyridin-7-yl)-N2-((R)-1-(2-fluorophenyl)ethyl)-N2-methyloxalamide